aniline dihydrochloride monohydrate O.Cl.Cl.NC1=CC=CC=C1